The molecule is a penicilloic acid where the side-chain N-acyl group is specified as phenylacetyl. It has a role as an epitope. It is a conjugate acid of a benzylpenicilloate(1-) and a benzylpenicilloate(2-). CC1([C@@H](N[C@H](S1)[C@@H](C(=O)O)NC(=O)CC2=CC=CC=C2)C(=O)O)C